BrCC1=C(C(=O)OC)C=C(C=C1)OC(C)(C)C#N methyl 2-(bromomethyl)-5-(1-cyano-1-methyl-ethoxy)benzoate